COC1=CC=2C3=C(NC2C=C1)C=CC=N3 8-methoxy-5H-pyrido[3,2-b]indole